4-(2-(diethylamino)ethylsulfanyl)aniline C(C)N(CCSC1=CC=C(N)C=C1)CC